FC=1C=C(C=CC1OC1=CC=NC2=CC(=C(C=C12)OC)OCCCN1CCOCC1)NC(=O)C1=NC=CN(C1=O)C1=CC(=CC=C1)Cl N-{3-fluoro-4-[6-methoxy-7-(3-morpholinopropoxy)quinolin-4-yloxy]phenyl}-3-oxo-4-(3-chlorophenyl)-3,4-dihydropyrazine-2-carboxamide